6-bromo-4-((1S,4S)-5-(pyridin-2-yl)-2,5-diazabicyclo[2.2.1]heptan-2-yl)quinazoline BrC=1C=C2C(=NC=NC2=CC1)N1[C@@H]2CN([C@H](C1)C2)C2=NC=CC=C2